tert-butyl 8-fluoro-9-(tri-fluoromethanesulfonyloxy)-3-azaspiro[5.5]undec-8-ene-3-carboxylate FC=1CC2(CCN(CC2)C(=O)OC(C)(C)C)CCC1OS(=O)(=O)C(F)(F)F